ClC1=C(CN2CCN(C3=CC=CC=C23)C(C(C)N2CCCCC2)=O)C=CC=C1 1-(4-(2-chlorobenzyl)-3,4-dihydroquinoxalin-1(2H)-yl)-2-(piperidin-1-yl)propan-1-one